3-((6-(6-formyl-1-oxo-4-(trifluoromethyl)isoindolin-2-yl)-4-(3-((4-methyl-4H-1,2,4-triazol-3-yl)methyl)oxetan-3-yl)pyridin-2-yl)amino)propanenitrile C(=O)C1=CC(=C2CN(C(C2=C1)=O)C1=CC(=CC(=N1)NCCC#N)C1(COC1)CC1=NN=CN1C)C(F)(F)F